[S-2].[S-2].[V+4] vanadium disulfide